FC1=C(C=CC=C1F)CN1C(CCC1=O)CC(=O)NS(=O)(=O)C 2-[1-[(2,3-difluorophenyl)methyl]-5-oxopyrrolidin-2-yl]-N-methylsulfonylacetamid